CC=1NC=CC1C=O 2-METHYL-1H-PYRROLE-3-CARBALDEHYDE